O1C(=CC2=C1C=CC=C2)C(=O)N[C@H](C(=O)NC=2C(N(C=CC2)CC(=O)NC2C1CC3CC(CC2C3)C1)=O)CCC(C(=O)NC1CC1)=O (S)-2-(Benzofuran-2-carboxamido)-N6-cyclopropyl-N1-(1-(2-(2-adamantylamino)-2-oxoethyl)-2-oxo-1,2-dihydropyridin-3-yl)-5-oxohexandiamid